Sodium (2S)-1-hydroxy-2-((S)-2-(((((1r,3R,5R,7S)-3-hydroxyadamantan-1-yl)methoxy) carbonyl)amino)-4-methylpentanamido)-3-((S)-2-oxopyrrolidin-3-yl)propane-1-sulfonate OC([C@H](C[C@H]1C(NCC1)=O)NC([C@H](CC(C)C)NC(=O)OCC12CC3(C[C@H](C[C@@H](C1)C3)C2)O)=O)S(=O)(=O)[O-].[Na+]